5-cyano-3-methyl-benzoate C(#N)C=1C=C(C=C(C(=O)[O-])C1)C